N-((3R,4S)-4-((6-(2,6-dichloro-3,5-di-methoxyphenyl)-8-((tetrahydrofuran-2-yl)methyl)pyrido[3,4-d]pyrimidin-2-yl)amino)tetrahydrofuran-3-yl)acrylamide ClC1=C(C(=C(C=C1OC)OC)Cl)C1=CC2=C(N=C(N=C2)N[C@H]2[C@H](COC2)NC(C=C)=O)C(=N1)CC1OCCC1